6-Chloro-5-[3-(3,3,3-trifluoro-2,2-dimethyl-propoxy)pyrazol-1-yl]pyridin-2-amine ClC1=C(C=CC(=N1)N)N1N=C(C=C1)OCC(C(F)(F)F)(C)C